C(C)(C)(C)C=1C=CC=2N(C3=CC=C(C=C3C2C1)C(C)(C)C)C=1C=CC=2N(C3=CC=C(C=C3C2C1)N1C2=CC=C(C=C2C=2C=C(C=CC12)C(C)(C)C)C(C)(C)C)C=1C=CC=2C(C(C3=CC=C(C=C3C2C1)N1C2=CC=C(C=C2C=2C=C(C=CC12)N1C2=CC=C(C=C2C=2C=C(C=CC12)C(C)(C)C)C(C)(C)C)N1C2=CC=C(C=C2C=2C=C(C=CC12)C(C)(C)C)C(C)(C)C)=O)=O 3,6-bis(3,3'',6,6''-tetra-tert-butyl-9'H-[9,3':6',9''-tercarbazol]-9'-yl)phenanthrene-9,10-dione